Cl.N[C@@H](C(=O)N1CCC2(CC2)CC1)C (R)-2-amino-1-(6-azaspiro[2.5]octan-6-yl)propan-1-one hydrochloride